O1C(C=CC=C1)=O 6-trans-pyrone